(4-(4-fluorophenoxy)butyryl)glycine sodium 2-phenyl-1H-imidazole-5-carboxylate C1(=CC=CC=C1)C=1NC(=CN1)C(=O)[O-].[Na+].FC1=CC=C(OCCCC(=O)NCC(=O)O)C=C1